ClC=1C(=NC(=NC1)NC1=CC(=C(C=C1)OC)N(C)CCOC)NC1=C(C=CC=C1)P(=O)(C)C 5-Chloro-N4-(2-dimethylphosphorylphenyl)-N2-[4-methoxy-3-[2-methoxyethyl(methyl)amino]phenyl]pyrimidine-2,4-Diamine